C(C)(C)(C)C1=CC=C(C=C1)C=1N=C2SCCCN2\C(\C1C#N)=N/C (6Z)-8-(4-tert-butylphenyl)-6-(methylimino)-2H,3H,4H,6H-pyrimido[2,1-b][1,3]thiazine-7-carbonitrile